2-chloro-5-(benzyloxy)pyrimidine ClC1=NC=C(C=N1)OCC1=CC=CC=C1